ClC=1N=C2C(=NC1C=O)C(=NN2COCC[Si](C)(C)C)I 6-chloro-3-iodo-1-((2-(trimethylsilyl)ethoxy)methyl)-1H-pyrazolo[4,3-b]pyrazine-5-carbaldehyde